CC(C)C[C@H](C[C@H](C=C)C)O (4R,6R)-2,6-DIMETHYLOCT-7-EN-4-OL